N-(2-buten-4-yl)-N'-(3-(octahydro-2H-quinolizin-2-yl)-1H-indol-5-yl)urea CC=CCNC(=O)NC=1C=C2C(=CNC2=CC1)C1CC2CCCCN2CC1